C(CCCCCCCCCCC)OCC(CNCCO)O N-(3-dodecyloxy-2-hydroxypropyl)ethanolamine